ClC=1C=C(C=CC1)C=1NC(SC1)NC=1C=NC=C(C1)C(F)(F)F 4-(3-chlorophenyl)-N-[5-(trifluoromethyl)-3-pyridyl]-2H-thiazol-2-amine